8-(6-(difluoromethoxy)pyridin-3-yl)-2-ethoxy-6-(2-methyl-2H-indazol-5-yl)-1,6-naphthyridin-7(6H)-one FC(OC1=CC=C(C=N1)C=1C(N(C=C2C=CC(=NC12)OCC)C1=CC2=CN(N=C2C=C1)C)=O)F